FC=1C(=C(C=CC1F)C(=O)N1CC(C1)(O)CCNCCC(F)(F)F)NC1=C(C=C(C=C1)I)F 1-({3,4-difluoro-2-[(2-fluoro-4-iodophenyl)amino]Phenyl}carbonyl)-3-{2-[(3,3,3-trifluoropropyl)amino]Ethyl}azetidin-3-ol